C(C)(C)(C)OC(N(C1=C(C=C(C=C1)NC=1N=CC=2CCNCC2C1)C)CCN(C)C)=O.FC1=NC=C(C=C1)C=1N=CNC1 2-fluoro-5-(1H-imidazol-4-yl)pyridine tert-butyl-N-[2-(dimethylamino)ethyl]-N-{2-methyl-4-[(5,6,7,8-tetrahydro-2,6-naphthyridin-3-yl)amino]phenyl}carbamate